NC1=C2C(=NC=N1)N(N=C2C2=CC(=CC=C2)O)C(C)C=2OC1=CC=CC=C1C(C2C2=CC(=CC=C2)F)=O 2-(1-(4-Amino-3-(3-hydroxyphenyl)-1H-pyrazolo[3,4-d]pyrimidin-1-yl)ethyl)-3-(3-fluorophenyl)-4H-chromen-4-one